C1(CC1)C=1ON=C2C1COCC1=C2C2=C(N=CN=C2N)N1C(C)C 3-cyclopropyl-7-isopropyl-6,7-dihydro-4H-isoxazolo[3'',4'':5',6']oxepino[4',3':4,5]pyrrolo[2,3-d]pyrimidin-11-amine